Sodium N-[4-(4-chlorophenyl)-1,3-thiazol-2-yl]sulfamate ClC1=CC=C(C=C1)C=1N=C(SC1)NS([O-])(=O)=O.[Na+]